1-azido-7,10,13,16,19,22-Hexaoxadotriacontane N(=[N+]=[N-])CCCCCCOCCOCCOCCOCCOCCOCCCCCCCCCC